C(C)(C)(C)OC(C1=CC=C(C=C1)CN1C=NC=CC1=O)=O.C1(CC1)COC1=C(C=CC=C1)C1CCN(CC1)[C@@H]1CC2(CN(C2)C(=O)C2(CC2)F)CC1 (S)-(6-(4-(2-(cyclopropylmethoxy)phenyl)piperidin-1-yl)-2-azaspiro[3.4]oct-2-yl)(1-fluorocyclopropyl)methanone tert-butyl-4-((6-oxopyrimidin-1(6H)-yl)methyl)benzoate